2,5-dimethyl-2,5-bis(benzoylperoxy)hexane CC(C)(CCC(C)(OOC(C1=CC=CC=C1)=O)C)OOC(C1=CC=CC=C1)=O